CSC=1C(=C(CCN)C=CC1OC)OC 3-methylthio-2,4-dimethoxy-phenethylamine